ClC=1C=C(C=CC1Cl)NC(=O)N1[C@@H]2CC3=C(C=NC(=C3)OC)[C@H]1CC2 (6S,9R)-N-(3,4-dichlorophenyl)-3-methoxy-6,7,8,9-tetrahydro-5H-6,9-epiminocyclohepta[c]-pyridine-10-carboxamide